[O-]P([O-])(=O)OP(=O)(O)O.[Na+].[Na+] Disodium Pyrophosphate